(2S,4S*)-N-((R)-1-(4-carbamimidoylthiophen-2-yl)ethyl)-1-((dibenzo[b,d]furan-2-carbonyl)glycyl)-4-(methoxymethyl)pyrrolidine-2-carboxamide C(N)(=N)C=1C=C(SC1)[C@@H](C)NC(=O)[C@H]1N(C[C@H](C1)COC)C(CNC(=O)C1=CC2=C(OC3=C2C=CC=C3)C=C1)=O |o1:16|